1,1,1,4,4,5,5,5-octafluoro-2-iodopenta-2-ene FC(C(=CC(C(F)(F)F)(F)F)I)(F)F